BrC=1C=C(C(=NC1)C#N)F 5-bromo-3-fluoro-pyridine-2-carbonitrile